(1S,4S)-tert-butyl 5-{7-bromo-6-cyclopropyl-2-(ethylsulfanyl)-8-[(1S)-1-phenylethoxy]quinazolin-4-yl}-2,5-diazabicyclo[2.2.1]heptane-2-carboxylate BrC1=C(C=C2C(=NC(=NC2=C1O[C@@H](C)C1=CC=CC=C1)SCC)N1[C@@H]2CN([C@H](C1)C2)C(=O)OC(C)(C)C)C2CC2